neodecanoic acid (vinyl neodecanoate) C(=C)C(C(=O)O)CCCCC(C)(C)C.C(CCCCCC(C)(C)C)(=O)O